CCCO[Si](=O)OCCC bis(3-propoxy)silaneOne